C1(=CC=C(C=C1)C1=CN=CO1)C 5-(p-tolyl)oxazole